O1C(C1)CC1=C(C=CC2=CC=CC=C12)N (oxiran-2-ylmethyl)naphthalen-2-amine